C12(CC(C1)C2)NC(CN2C(C(=CC=C2)NC([C@H](CC/C=C/C(=O)NC2CCCC2)NC(=O)C=2OC1=C(C2CC)C=CC=C1)=O)=O)=O (S,E)-N7-(1-(2-(Bicyclo[1.1.1]pentan-1-ylamino)-2-oxoethyl)-2-oxo-1,2-dihydropyridin-3-yl)-N1-cyclopentyl-6-(3-ethylbenzofuran-2-carboxamido)hept-2-endiamid